CCC(CC)OOC(CCC#N)OOC(CC)CC 4,4-bis((3-pentyloxy)oxy)butyronitrile